BrC1=CC(=NC=C1)C(C)=O (4-bromopyridin-2-yl)ethan-1-one